N1C=NC2=C1C=CC(=C2)CNC2=NC=CN=C2C2=CC=C(C=C2)F N-(1H-1,3-benzodiazol-5-ylmethyl)-3-(4-fluorophenyl)pyrazin-2-amine